CC1=C(OC=2CCC3=CN(N=C3C21)CC2=NC=CC=C2)C(=O)NC[C@@H]2OCCC2 |r| 8-methyl-2-(pyridin-2-ylmethyl)-N-[(2R/S)-tetrahydrofuran-2-ylmethyl]-4,5-dihydro-2H-furo[2,3-g]indazole-7-carboxamide